C[C@@H]1N(CC[C@H]2[C@@H](CCC[C@H]12)C(C(F)(F)F)(C)O)C(CC1=C(C#N)C=CC(=C1Cl)OC)=O 2-[2-[(1S,4aR,5R,8aS)-1-methyl-5-[2,2,2-trifluoro-1-hydroxy-1-methyl-ethyl]-3,4,4a,5,6,7,8,8a-octahydro-1H-isoquinolin-2-yl]-2-oxo-ethyl]-3-chloro-4-methoxy-benzonitrile